C(CCCCCCCCC)OC(CCCCCCCCCCCC(=O)O)=O 13-(decyloxy)-13-oxotridecanoic acid